Butyl-4,4-bis(tert-butylperoxy)valerat C(CCC)OC(CCC(C)(OOC(C)(C)C)OOC(C)(C)C)=O